(R)-6-(4-chlorophenyl)-N-(1-(2-hydroxypropionyl)-4-methylpiperidin-4-yl)-2-(1-methyl-1H-pyrazol-4-yl)-3-oxo-2,3-dihydropyridazine-4-carboxamide ClC1=CC=C(C=C1)C=1C=C(C(N(N1)C=1C=NN(C1)C)=O)C(=O)NC1(CCN(CC1)C([C@@H](C)O)=O)C